F[C@H]1[C@H]([C@@H](O[C@@H]1CO)N1C=NC=2C(N)=NC(=NC12)NCCNC(=O)OCC[Si](C)(C)C)O 3'-Deoxy-3'-fluoro-2-{[2-({[2-(trimethylsilyl)ethoxy]carbonyl}amino)ethyl]amino}adenosine